C(C)(C)C1=C(C=CC=C1)C=1N=C(C2=C(N1)C=CO2)NCC2=C(C=C(C=C2)C=2N(C=C(N2)C(F)(F)F)C)OC 2-(2-Isopropylphenyl)-N-(2-methoxy-4-(1-methyl-4-(trifluoromethyl)-1H-imidazol-2-yl)benzyl)furo[3,2-d]pyrimidin-4-amine